C(C)(=O)C=1C(=C(C#N)C=CC1)C 3-acetyl-2-methyl-Benzonitrile